[Sn]=[Se] tin selenide